C(C)C1CCC=2C(=NC(=C(C21)C(=O)O)NC(=O)NC(C(Cl)(Cl)Cl)=O)C.N[C@@H]([C@@H](C)CC)C(=O)N[C@@H](CC(C)C)C(=O)O isoleucyl-leucine ethyl-1-methyl-3-(3-(2,2,2-trichloroacetyl)ureido)-6,7-dihydro-5H-cyclopenta[c]pyridine-4-carboxylate